(4-bromo-2-formyl-6-methyl-phenyl)boronic acid BrC1=CC(=C(C(=C1)C)B(O)O)C=O